C1(CC1)C1=NC=NC(=C1C1=NC=CC(=N1)CC1=CC=C(C=C1)C=1N(C=C(N1)C(F)(F)F)C([2H])([2H])[2H])OC 4'-cyclopropyl-6'-methoxy-4-(4-(1-(methyl-d3)-4-(trifluoromethyl)-1H-imidazol-2-yl)benzyl)-2,5'-bipyrimidine